NC1=C2C(=NC=N1)N(N=C2C2=CC=C(C=C2)OC2=CC=CC=C2)C2CCN(CC2)C(CCCCCSC=2C=C1C(N(C(C1=CC2F)=O)C2C(NC(CC2)=O)=O)=O)=O 5-((6-(4-(4-amino-3-(4-phenoxyphenyl)-1H-pyrazolo[3,4-d]pyrimidin-1-yl)piperidin-1-yl)-6-oxohexyl)thio)-2-(2,6-dioxopiperidin-3-yl)-6-fluoroisoindoline-1,3-dione